tetra-n-hexyl-(hexyl)phosphine C(CCCCC)P(CCCCCC)(CCCCCC)(CCCCCC)CCCCCC